N-((2-(2,6-dioxopiperidin-3-yl)-1-oxoisoindolin-5-yl)methyl)-2,2-difluoro-2-(4-(2-methoxyethoxy)phenyl)acetamide O=C1NC(CCC1N1C(C2=CC=C(C=C2C1)CNC(C(C1=CC=C(C=C1)OCCOC)(F)F)=O)=O)=O